nitrogen methyl benzoate C(C1=CC=CC=C1)(=O)OC.[N]